tert-butyl (E)-3-(6-(benzyloxy)-7-(1,1-dioxido-4-oxo-1,2,5-thiadiazolidin-2-yl)-8-fluoronaphthalen-2-yl)acrylate C(C1=CC=CC=C1)OC=1C=C2C=CC(=CC2=C(C1N1S(NC(C1)=O)(=O)=O)F)/C=C/C(=O)OC(C)(C)C